C(#N)C=1C=C(C=NC1N1N=CC=N1)NC(=O)C=1C=NN(C1C(F)(F)F)C1=C(C=C(C=C1)F)OC N-(5-cyano-6-(2H-1,2,3-triazol-2-yl)pyridin-3-yl)-1-(4-fluoro-2-methoxyphenyl)-5-(trifluoromethyl)-1H-pyrazole-4-carboxamide